(2S,4R)-1-[(2R)-2-[3-(2,7-diazaspiro[3.5]nonan-2-yl)isoxazol-5-yl]-3-methyl-butanoyl]-4-hydroxy-N-[(1S)-1-[4-(2-methylpyrazol-3-yl)phenyl]ethyl]pyrrolidine-2-carboxamide C1N(CC12CCNCC2)C2=NOC(=C2)[C@H](C(=O)N2[C@@H](C[C@H](C2)O)C(=O)N[C@@H](C)C2=CC=C(C=C2)C=2N(N=CC2)C)C(C)C